(2-chloro-5-fluoro-6-methoxypyridine-3,4-diyl)dimethanol ClC1=NC(=C(C(=C1CO)CO)F)OC